(S)-2-(4-(6-((4-cyanobenzyl)oxy)-3,5-difluoropyridin-2-yl)-2-fluorobenzyl)-1-(4,4-dimethyltetrahydrofuran-3-yl)-1H-benzo[d]imidazole-6-carboxylic acid C(#N)C1=CC=C(COC2=C(C=C(C(=N2)C2=CC(=C(CC3=NC4=C(N3[C@@H]3COCC3(C)C)C=C(C=C4)C(=O)O)C=C2)F)F)F)C=C1